[1-[(2R,6S)-6-[[bis(4-methoxyphenyl)-phenyl-methoxy]methyl]-6-(hydroxymethyl)-1,4-dioxan-2-yl]-2-oxo-pyrimidin-4-yl]benzamide COC1=CC=C(C=C1)C(OC[C@@]1(COC[C@@H](O1)N1C(N=C(C=C1)C1=C(C(=O)N)C=CC=C1)=O)CO)(C1=CC=CC=C1)C1=CC=C(C=C1)OC